methyl [3-chloro-5-(trifluoromethyl)pyridin-2-yl]acetate ClC=1C(=NC=C(C1)C(F)(F)F)CC(=O)OC